C1(=CC=CC=C1)C1=NC(=NC(=N1)C1=CC=CC=C1)C=1C=C(C=CC1)C1=CC(=CC=C1)C1=CC=2C3=CC=CC=C3C3=CC=CC=C3C2C=C1 2,4-diphenyl-6-(3'-(triphenylen-2-yl)-[1,1'-biphenyl]-3-yl)-1,3,5-triazine